C(=O)OCC(C(=O)OC)C methyl β-formyloxyisobutyrate